C(=O)(O)CN(CC(=O)O)CCOCCOCCN(CC(=O)O)CC(=O)O 3,12-bis(carboxymethyl)-6,9-dioxa-3,12-diazatetradecanedioic acid